N-[(3S)-1-[(2R)-2-[[4-(4-fluoro-2,6-dimethyl-phenyl)-7-quinolyl]oxy]propanoyl]-3-piperidyl]-N-hydroxy-acetamide FC1=CC(=C(C(=C1)C)C1=CC=NC2=CC(=CC=C12)O[C@@H](C(=O)N1C[C@H](CCC1)N(C(C)=O)O)C)C